4-[5-(2-aminoethyl)pyridin-2-yl]-3-(4-methyl-2-morpholin-4-yl-1,3-thiazole-5-carbonyl)benzonitrile NCCC=1C=CC(=NC1)C1=C(C=C(C#N)C=C1)C(=O)C1=C(N=C(S1)N1CCOCC1)C